7-(3-(1-(((1S,3R) or (1R,3S)-3-fluorocyclopentyl)methyl)-1H-pyrazol-4-yl)-6-methylpyridin-2-yl)quinoline F[C@H]1C[C@H](CC1)CN1N=CC(=C1)C=1C(=NC(=CC1)C)C1=CC=C2C=CC=NC2=C1 |o1:1,3|